CC(C)CCC[C@@H](C)CCC[C@@H](C)CCC\C(\C)=C\CO (+)-phytol